C(C)(C)N1C(N(C=2N=NC=3C=CC(=CC3C21)C=2C=NC(=CC2)COCCN2CC(CC2)OC(F)(F)F)C)=O 1-isopropyl-3-methyl-8-(6-((2-(3-(trifluoromethoxy)pyrrolidin-1-yl)ethoxy)methyl)pyridin-3-yl)-1,3-dihydro-2H-imidazo[4,5-c]cinnolin-2-one